N-(4-(4-methoxyphenyl)-6-(thiophen-2-yl)pyrimidin-2-yl)-2-(pyrrolidin-1-yl)acetamide COC1=CC=C(C=C1)C1=NC(=NC(=C1)C=1SC=CC1)NC(CN1CCCC1)=O